3-((4-ethoxyphenyl)sulfonamido)-N-(pyridin-4-yl)benzamide C(C)OC1=CC=C(C=C1)S(=O)(=O)NC=1C=C(C(=O)NC2=CC=NC=C2)C=CC1